ClC=1C(=NC=CC1)C(=O)NC=1C=C2C=3CC(CCC3NC2=CC1)CN(CC)CC 6-(3-chloro-2-pyridinoyl)amino-3-(diethyl)aminomethyl-1,2,3,4-tetrahydro-9H-carbazole